1-[4-chloro-1-(2,4-difluorophenyl)pyrazolo[3,4-d]pyrimidin-6-yl]ethyl acetate C(C)(=O)OC(C)C1=NC(=C2C(=N1)N(N=C2)C2=C(C=C(C=C2)F)F)Cl